4-methyl-2-phenylpyridine iridium trifluoromethanesulfonate salt FC(S(=O)(=O)[O-])(F)F.[Ir+3].CC1=CC(=NC=C1)C1=CC=CC=C1.FC(S(=O)(=O)[O-])(F)F.FC(S(=O)(=O)[O-])(F)F